Rac-(5aR,6R,8aS)-5a-(4-bromophenyl)-3-chloro-8a-hydroxy-8-methoxy-N,N-dimethyl-6-phenyl-5a,8a-dihydro-6H-cyclopenta[4,5]furo[3,2-b]pyridine-7-carboxamide BrC1=CC=C(C=C1)[C@]12[C@](C3=NC=C(C=C3O1)Cl)(C(=C([C@H]2C2=CC=CC=C2)C(=O)N(C)C)OC)O |r|